methyl 3-acetamido-4-methylthiophene-2-carboxylate C(C)(=O)NC1=C(SC=C1C)C(=O)OC